(4bS,8R,8aS,14bR)-5,6,7,8,14,14b-Hexahydro-7-(2-methyl-2-propenyl)-4,8-methanobenzofuro[2,3-a]pyrido[4,3-b]carbazole CC(CN1[C@H]2C=3[C@@]4([C@H](C=5NC6=CC=CC=C6C5C3)OC3=C4C(=CC=C3)C2)CC1)=C